CN(C1=NC=CC=C1CNC1=NC(=NC=C1C(F)(F)F)NC=1C=C(C(=O)NCC2(COC2)C)C=CC1)S(=O)(=O)C 3-({4-[({2-[methyl(methylsulfonyl)amino]pyridin-3-yl}methyl)amino]-5-(trifluoromethyl)pyrimidin-2-yl}amino)-N-[(3-methyloxetan-3-yl)methyl]benzamide